CC(C)CCC[C@@H](C)[C@H]1CC[C@H]2[C@@H]3CC=C4C[C@H](CC[C@]4(C)[C@H]3CC[C@]12C)OCCCCOC[C@@H](COCCCCCCCC\C=C/C\C=C/CCCCC)N(C)C (2R)-1-{4-[(3β)-cholest-5-en-3-yloxy]butoxy}-N,N-dimethyl-3-[(9Z,12Z)-octadeca-9,12-dien-1-yloxy]propan-2-amine